3,7-diethylaminoethoxycarbonyl-coumarin C(C)NC=1C(OC2=CC(=CC=C2C1C(=O)OCC)NCC)=O